methyl 1,2,6-trimethoxyphenanthrene-9-carboxylate COC1=C(C=CC=2C3=CC(=CC=C3C(=CC12)C(=O)OC)OC)OC